1-(5-(9-(2-(1,3-dioxolan-2-yl)ethyl)-3,9-diazaspiro[5.5]Undecane-3-carbonyl)-2-methoxyphenyl)dihydroPyrimidine-2,4(1H,3H)-dione O1C(OCC1)CCN1CCC2(CCN(CC2)C(=O)C=2C=CC(=C(C2)N2C(NC(CC2)=O)=O)OC)CC1